CS(=O)(=O)[O-].C(CCCC)[N+]1=CC(=CC=C1)CC 1-Pentyl-3-ethylpyridinium methansulfonat